O1C[C@@H](CCC1)O |r| racemic-tetrahydro-2H-pyran-3-ol